C(COC1=CC=CC=C1)OC1=CC=CC=C1 1,1'-[1,2-ethanediylbis(oxy)]bis-benzene